[Cl-].C(C=C)(=O)OCCC[N+](CCCC)(CCCC)CCCC acryloyloxypropyl-tributyl-ammonium chloride